(2-chloro-6-(2,2,2-trifluoroethoxy)pyridin-4-yl)methanamine ClC1=NC(=CC(=C1)CN)OCC(F)(F)F